C1(CC1)S(=O)(=O)NC1=CC=CC(=N1)CC(=O)NC1=CC=C(C=C1)C1=NC(=CN=C1)C(F)(F)F 2-(6-(cyclopropanesulfonamido)pyridin-2-yl)-N-(4-(6-(trifluoromethyl)pyrazin-2-yl)phenyl)acetamide